1-[[[3-(1-hydroxyethyl)-6-[6-[(6-methylpyridazin-3-yl)amino]benzimidazol-1-yl]-2-pyridinyl]-methyl-amino]methyl]cyclopropanecarbonitrile OC(C)C=1C(=NC(=CC1)N1C=NC2=C1C=C(C=C2)NC=2N=NC(=CC2)C)N(C)CC2(CC2)C#N